N[C@H]1C2=C(CN(CC1)C(=O)OC(C)(C)C)C=C(C=C2)Br tert-butyl (R)-5-amino-8-bromo-1,3,4,5-tetrahydro-2H-benzo[c]azepine-2-carboxylate